7-(diethylamino)-6-iodo-2-oxo-2H-chromene-3-carboxylic acid C(C)N(C1=C(C=C2C=C(C(OC2=C1)=O)C(=O)O)I)CC